(S)-quinuclidin-3-yl (5-(4-(difluoromethoxy)phenyl)-2,2-dimethyl-2,3-dihydro-1H-inden-1-yl)carbamat FC(OC1=CC=C(C=C1)C=1C=C2CC(C(C2=CC1)NC(O[C@@H]1CN2CCC1CC2)=O)(C)C)F